dichloro[1,1'-bis(diphenylphosphino)]ferrocene ClC1=C([C-](C=C1)P(C1=CC=CC=C1)C1=CC=CC=C1)Cl.[C-]1(C=CC=C1)P(C1=CC=CC=C1)C1=CC=CC=C1.[Fe+2]